(4-(3-chloro-4-(2-chloro-3-(6-methoxy-5-(((((R)-5-oxopyrrolidin-2-yl)methyl)amino)methyl)pyridin-2-yl)phenyl)pyridin-2-yl)-2-methoxybenzyl)-D-proline ClC=1C(=NC=CC1C1=C(C(=CC=C1)C1=NC(=C(C=C1)CNC[C@@H]1NC(CC1)=O)OC)Cl)C1=CC(=C(CN2[C@H](CCC2)C(=O)O)C=C1)OC